The molecule is a homocysteic acid with D-configuration. It has a role as a metabotropic glutamate receptor agonist. It is an enantiomer of a L-homocysteic acid. C(CS(=O)(=O)O)[C@H](C(=O)O)N